4,6-bis(biphenyl-4-yl)-2-{4-[6-(biphenyl-4-yl)pyridin-3-yl]phenyl}-1,3,5-triazine C1(=CC=C(C=C1)C1=NC(=NC(=N1)C1=CC=C(C=C1)C1=CC=CC=C1)C1=CC=C(C=C1)C=1C=NC(=CC1)C1=CC=C(C=C1)C1=CC=CC=C1)C1=CC=CC=C1